C1(CCCC1)NC1=NC(=NC=C1C=O)SC 4-(Cyclopentylamino)-2-methylsulfanyl-pyrimidine-5-carbaldehyde